N-(4-(chlorodifluoromethoxy)phenyl)-3-((dimethylamino)methyl)-1-isopropyl-7-(1H-pyrazol-5-yl)indoline-5-carboxamide ClC(OC1=CC=C(C=C1)NC(=O)C=1C=C2C(CN(C2=C(C1)C1=CC=NN1)C(C)C)CN(C)C)(F)F